ClC1=CC=C(C=C1)C1=C(CC(CC1)(C)C)CN1CCN(CC1)C1=C(C(=O)O)C=CC=C1 {4-[(4'-chloro-4,4-dimethyl-3,4,5,6-tetrahydro[1,1'-biphenyl]-2-yl)methyl]piperazin-1-yl}benzoic acid